(1R,5S,6s)-N-(6-morpholinopyrimidin-4-yl)-3-phenyl-3-azabicyclo[3.1.0]hexan-6-amine O1CCN(CC1)C1=CC(=NC=N1)NC1[C@@H]2CN(C[C@H]12)C1=CC=CC=C1